2-bromo-4,4-dimethylcyclohexane-1-carbaldehyde BrC1C(CCC(C1)(C)C)C=O